C(C)C1=NC=CC=2C3=CC=CC=C3NC12 ethyl-β-carboline